O=C1[C@]2(C=3C(=NC=CC3)N1)CCC1=C(C=C(O1)C(=O)O)C2 (R)-2'-oxo-1',2',6,7-tetrahydro-4H-spiro[benzofuran-5,3'-pyrrolo[2,3-b]pyridine]-2-Formic acid